COC(=O)C1=C(NC(=C(C1C=1C2=C(SC1)C(=CC=C2)C(NC2CC2)=O)C(C)=O)C)C2CC2 5-acetyl-2-cyclopropyl-4-(7-(cyclopropylcarbamoyl)benzo[b]thiophen-3-yl)-6-methyl-1,4-dihydropyridine-3-carboxylic acid methyl ester